CC1(CC1)NC(O[C@H]1CO[C@H](C1)C=1C=NC(=NC1)NC1=CC=C(C=C1)S(N)(=O)=O)=O |r| rac-(3R,5R)-5-(2-((4-sulfamoylphenyl)amino)pyrimidin-5-yl)tetrahydrofuran-3-yl (1-methylcyclopropyl)carbamate